N=1S(CCN2C1CNCC2)(=O)=O 3,4,6,7,8,9-hexahydropyrazino[2,1-c][1,2,4]thiadiazine 2,2-dioxide